[Na+].P(=O)([O-])([O-])[O-].O=C(O)CN(C)C(N)=N.[Na+].[Na+] creatine phosphate sodium salt